FC=1C(=C(C=C(C1)C(C)C)[C@H](C(=O)O)N1C[C@@H](CC1)OCCCCCC[C@@H]1NC2=NC=CC=C2CC1)OC (R)-2-(3-fluoro-5-isopropyl-2-methoxyphenyl)-2-((R)-3-((6-((S)-1,2,3,4-tetrahydro-1,8-naphthyridin-2-yl)hexyl)oxy)pyrrolidin-1-yl)acetic acid